5-(azetidin-1-yl)-2-(benzyloxy)pyridine N1(CCC1)C=1C=CC(=NC1)OCC1=CC=CC=C1